5-fluoroquinolin-2-amine FC1=C2C=CC(=NC2=CC=C1)N